tert-butyl (S)-(1-(4-(3-(4-methoxybenzyl)ureido)phenyl)-ethyl)carbamate COC1=CC=C(CNC(NC2=CC=C(C=C2)[C@H](C)NC(OC(C)(C)C)=O)=O)C=C1